FC(C1=C(C(=NC=C1C)I)NC(OC(C)(C)C)=O)F tert-butyl N-[4-(difluoromethyl)-2-iodo-5-methyl-3-pyridyl]carbamate